C(C=1C(C(=O)OOC(C)(C)CC)=CC=CC1)(=O)OOC(C)(C)CC di-t-amyl diperoxyphthalate